(3S)-3-((2-(8-cyano-2-(2-propenoyl)-2,6-diazaspiro[3.4]octan-6-yl)-4-quinazolinyl)amino)-N,5-dimethylhexanamide C(#N)C1CN(CC12CN(C2)C(C=C)=O)C2=NC1=CC=CC=C1C(=N2)N[C@H](CC(=O)NC)CC(C)C